N,N-dimethyl-1H-benzimidazole-2,5-diamine CN(C1=NC2=C(N1)C=CC(=C2)N)C